4-(3-Chloroanilino)-6'-ethoxy-2'-[(2R)-2-methyl-3-{[(5R)-5-methyl-5,6,7,8-tetrahydroquinolin-4-yl]oxy}propyl]-2',3'-dihydrospiro[cyclohexane-1,1'-indene]-4-carboxylic acid ClC=1C=C(NC2(CCC3(C(CC4=CC=C(C=C34)OCC)C[C@H](COC3=CC=NC=4CCC[C@H](C34)C)C)CC2)C(=O)O)C=CC1